(3s,6s,7r,8r)-8-benzyl-3-[({3-[(isobutyryloxy)methoxy]-4-methoxypyridin-2-yl}carbonyl)amino]-6-methyl-4,9-dioxo-1,5-dioxononan C(C1=CC=CC=C1)[C@@H](C[C@@H](C(C([C@H](CC=O)NC(=O)C1=NC=CC(=C1OCOC(C(C)C)=O)OC)=O)=O)C)C=O